3-amino-N-[6-[5-(6-methyl-2-pyridyl)-1H-imidazol-4-yl]-3-quinolyl]cyclobutanecarboxamide NC1CC(C1)C(=O)NC=1C=NC2=CC=C(C=C2C1)C=1N=CNC1C1=NC(=CC=C1)C